FC(CCN[C@@H]1C[C@H](CC1)NC1=NC=C(C(=N1)C1=CNC2=CC(=CC=C12)C(=O)O)C(F)(F)F)(CNC)F 3-(2-{[(1S,3S)-3-{[3,3-Difluoro-4-(methylamino)butyl]amino}cyclopentyl]amino}-5-(trifluoromethyl)pyrimidin-4-yl)-1H-indole-6-Formic acid